(Z)-5-(4-fluoro-3-hydroxybenzylidene)-3-(3-hydroxybenzyl)oxazolidine-2,4-dione FC1=C(C=C(\C=C/2\C(N(C(O2)=O)CC2=CC(=CC=C2)O)=O)C=C1)O